C1(=CC=CC=C1)[Sn](C1=CC=CC=C1)C1=CC=CC=C1 tri-phenyltin